tert-Butyl (6-(hydroxymethyl)piperidin-3-yl)carbamate OCC1CCC(CN1)NC(OC(C)(C)C)=O